2-{[2-amino-5-(1,3,4-oxadiazol-2-yl)pyridin-4-yl]amino}-2-phenylethanol NC1=NC=C(C(=C1)NC(CO)C1=CC=CC=C1)C=1OC=NN1